C1(CCC1)C[C@@H]([C@H](CC=C)C)S(=O)(=O)N (2S,3S)-1-CYCLOBUTYL-3-METHYLHEX-5-ENE-2-SULFONAMIDE